COCCN(C(CCCC#C)=O)CCOC N,N-bis(2-methoxyethyl)hex-5-ynamide